Cl.OC1=CC=C2NC=C(CCN)C2=C1 5-HYDROXYTRYPTAMINE HYDROCHLORIDE